4-amino-1-((2R,4S,5R)-4-hydroxy-5-(hydroxymethyl)tetrahydrofuran-2-yl)-5-iodopyrimidin-2(1H)-one NC1=NC(N(C=C1I)[C@@H]1O[C@@H]([C@H](C1)O)CO)=O